ethyl 1-(4-chloro-2-((3-methyl-1-((2-(trimethylsilyl)ethoxy)methyl)-1H-pyrazol-4-yl)amino)pyrimidin-5-yl)cyclopropane-1-carboxylate ClC1=NC(=NC=C1C1(CC1)C(=O)OCC)NC=1C(=NN(C1)COCC[Si](C)(C)C)C